ClC1=CC=C(C=C1)N1N=C(NC1=O)C 1-(4-chlorophenyl)-3-methyl-1H-1,2,4-triazol-5(4H)-one